N-(2,6-dimethylphenyl)oxalic acid monoamide CC1=C(C(=CC=C1)C)NC(C(=O)O)=O